2-carboxy-7-((8-phenylnaphthalen-1-yl)oxy)-1,2,3,4-tetrahydronaphthalen C(=O)(O)C1CC2=CC(=CC=C2CC1)OC1=CC=CC2=CC=CC(=C12)C1=CC=CC=C1